methyl 1-(4-chlorophenyl)-3-(((trifluoromethyl)sulfonyl)oxy)-1H-pyrazolo[3,4-d]pyrimidine-6-carboxylate ClC1=CC=C(C=C1)N1N=C(C=2C1=NC(=NC2)C(=O)OC)OS(=O)(=O)C(F)(F)F